2-(2-Chloro-5-isopropyl-8-oxothieno[2',3':4,5]pyrrolo[1,2-d][1,2,4]triazin-7(8H)-yl)-N-((R)-1-((S)-2-hydroxypropyl)piperidin-3-yl)acetamide ClC1=CC2=C(C=C3N2C(=NN(C3=O)CC(=O)N[C@H]3CN(CCC3)C[C@H](C)O)C(C)C)S1